5-(2-aminopyridin-4-yl)-7-chloro-1H-indazol-3-amine NC1=NC=CC(=C1)C=1C=C2C(=NNC2=C(C1)Cl)N